FC(C1=CC=C(C=N1)N1C=2N(C[C@@H](C1)CNC(C=C)=O)N=CC2)F |o1:12| (R)- or (S)-N-((4-(6-(difluoromethyl)pyridin-3-yl)-4,5,6,7-tetrahydropyrazolo[1,5-a]pyrimidin-6-yl)methyl)acrylamide